(R)-N-(2-(benzo[d][1,3]dioxolane-5-yl)ethyl)-2-hydroxypropionamide O1COC2=C1C=CC(=C2)CCNC([C@@H](C)O)=O